ClC1=CC=C(C=C1)CC1C(C(CC1)=O)(C)C (4-chlorophenyl)methyl-2,2-dimethyl-cyclopentanone